C(C)(C)(C)OOC1(CC(CC(C1)C)(C)C)OOC(C)(C)C 1,1-bis(t-butylperoxy)-3,3,5-trimethyl-cyclohexane